5-bromo-2-fluoro-N-(o-tolylcarbamoyl)-4-(trifluoromethoxy)benzamide BrC=1C(=CC(=C(C(=O)NC(NC2=C(C=CC=C2)C)=O)C1)F)OC(F)(F)F